(5aR,6S,6aS)-3-((6-fluoro-1,1-dimethyl-3-(2-(trifluoromethyl)phenyl)-2,3-dihydro-1H-inden-5-yl)methoxy)-5,5a,6,6a-tetrahydrocyclopropa[4,5]cyclopenta[1,2-c]pyridine-6-carboxylic acid FC1=C(C=C2C(CC(C2=C1)(C)C)C1=C(C=CC=C1)C(F)(F)F)COC1=CC2=C(C=N1)[C@H]1[C@@H](C2)[C@@H]1C(=O)O